[Mg+2].P(=O)(O)([O-])[O-] monohydrogen phosphate, magnesium salt